FC(OC1=C(C=CC(=C1)C#C)CN1C[C@H](CCC1)[C@](CO)(C)O)F (2s)-2-[(3s)-1-{[2-(difluoromethoxy)-4-ethynylphenyl]methyl}piperidin-3-yl]propane-1,2-diol